hydroxy-3-oxoandrost-4-ene-17-carboxylic acid chloromethyl ester ClCOC(=O)C1[C@]2(CO)[C@@H](CC1)[C@@H]1CCC3=CC(CC[C@]3(C)[C@H]1CC2)=O